5-((3-fluoro-4-(4-(trifluoromethyl)piperidin-1-yl)phenyl)amino)-2-methylisoindolin-1-one FC=1C=C(C=CC1N1CCC(CC1)C(F)(F)F)NC=1C=C2CN(C(C2=CC1)=O)C